L-ascorbic acid phosphate magnesium salt [Mg+2].P(=O)([O-])([O-])[O-].O=C1C(O)=C(O)[C@H](O1)[C@@H](O)CO.P(=O)([O-])([O-])[O-].[Mg+2].[Mg+2]